FS(=O)(=O)OC1=CC=C(C(=O)NCCCC[C@H](N)C(=O)O)C=C1 N6-(4-((fluorosulfonyl)oxy)benzoyl)-L-lysine